COC=1C=C(C=CC1)N1N=C(C(C1=O)C(=O)[O-])C 1-(3-methoxyphenyl)-3-methyl-5-oxo-4,5-dihydro-1H-pyrazole-4-carboxylate